BrC1=C(C=C(C=C1)/C=C/C(=O)OCC)OCOC (E)-ethyl 3-(4-bromo-3-(methoxymethoxy)phenyl)acrylate